C1=CC=CC=2NC=3CC4=C(CC3C(C12)=O)NC1=CC=CC=C1C4=O 5,6,12,13-tetrahydroquinolino[2,3-b]acridine-7,14-dione